6-(2-methyl-2H-indazol-5-yl)-2-(4-methylpiperazin-1-yl)thiazolo[4,5-d]pyrimidin-7(6H)-one CN1N=C2C=CC(=CC2=C1)N1C=NC2=C(C1=O)SC(=N2)N2CCN(CC2)C